3-[({2-amino-3-[(2-imino-2,3-dihydro-1,3-oxazol-3-yl)methyl]phenyl}carbamothioyl)amino]-3-[3-(trifluoromethyl)phenyl]butyl 2,2-dimethylpropanoate CC(C(=O)OCCC(C)(C1=CC(=CC=C1)C(F)(F)F)NC(NC1=C(C(=CC=C1)CN1C(OC=C1)=N)N)=S)(C)C